C1(CCC1)N1N=CC(=C1)C1CNCCO1 2-(1-cyclobutylpyrazol-4-yl)morpholine